O[C@H](C(C(=O)N)(C)C)[C@@H]1N2C(C3=CC=CC=C13)=CN=C2 (R)-3-hydroxy-3-((R)-5H-imidazo[5,1-a]isoindol-5-yl)-2,2-dimethylpropionamide